COC=1C(=NC=2C(N1)=NON2)NC2=CC=C(C=C2)OC(F)(F)F 6-METHOXY-N-(4-(TRIFLUOROMETHOXY)PHENYL)-[1,2,5]OXADIAZOLO[3,4-B]PYRAZIN-5-AMINE